7-(8-ethyl-3-(methoxymethoxy)naphthalen-1-yl)-8-fluoro-2-(((4aS,7aR)-1-methyloctahydro-4aH-cyclopenta[b]pyridin-4a-yl)methoxy)quinazolin-4-ol C(C)C=1C=CC=C2C=C(C=C(C12)C1=CC=C2C(=NC(=NC2=C1F)OC[C@]12[C@H](N(CCC1)C)CCC2)O)OCOC